4-bromo-2,5-difluorobenzamide BrC1=CC(=C(C(=O)N)C=C1F)F